(R)-N-(2-(5-(3-aminopiperidine-1-carbonyl)-7-methoxy-1-methyl-1H-benzo[d]imidazol-2-yl)-1-(cyclopropylmethyl)-1H-pyrrolo[2,3-b]pyridin-6-yl)-N-ethylcyclopropanesulfonamide N[C@H]1CN(CCC1)C(=O)C1=CC2=C(N(C(=N2)C2=CC=3C(=NC(=CC3)N(S(=O)(=O)C3CC3)CC)N2CC2CC2)C)C(=C1)OC